3-bromoimidazo[1,2-a]pyrazine-6-carboxylic acid BrC1=CN=C2N1C=C(N=C2)C(=O)O